lithium (Z)-2,2,2-trifluoro-1-((1R,5S)-3-oxospiro[bicyclo[3.1.0]hexane-2,2'-[1,3]dithiolan]-4-ylidene)ethan-1-olate FC(/C(/[O-])=C\1/C(C2(SCCS2)[C@@H]2C[C@H]12)=O)(F)F.[Li+]